C(C=C)OCC(C(=O)OCCCCCCCCCCCCCCCCCCCC)=C eicosyl alpha-allyloxymethylacrylate